C(C)(C)(C)OC(=O)N1C=CC2=CC=C(C=C12)C(=O)O 1-tert-Butoxycarbonylindole-6-carboxylic acid